C(C=CCCCCCCCC)(=O)N undecenic acid amide